ClC1=C(C=C(C=C1)N1C(CCCC12CCN(CC2)C2=NOC(=N2)[C@H]2[C@@H](C2)C(F)(F)F)=O)F |r| rac-1-(4-chloro-3-fluorophenyl)-9-(5-((1R,2R)-2-(trifluoromethyl)cyclopropyl)-1,2,4-oxadiazol-3-yl)-1,9-diazaspiro[5.5]undecan-2-one